(R)-(3-Aminopyrrolidin-1-yl)(1-(1-(cyclopropylmethyl)-1H-indol-2-yl)-8,9-dihydro-7H-6-oxa-2,9a-diaza-benzo[cd]azulen-4-yl)methanone N[C@H]1CN(CC1)C(=O)C=1C=C2C3=C(N=C(N3CCCO2)C=2N(C3=CC=CC=C3C2)CC2CC2)C1